N1N=C(C=C1)NC=1NC=2N(C(C1C1=CC=C(C=C1)OC)=O)N=C(C2C2=CC=CC=C2)C2=CC=CC=C2 5-((1H-pyrazol-3-yl)amino)-6-(4-methoxyphenyl)-2,3-diphenylpyrazolo[1,5-a]pyrimidin-7(4H)-one